C1CC2=CC=CC=C2[C@@H]1N (R)-(-)-1-aminoindan